5-(2-hydroxypropan-2-yl)thiazole-2-sulfonimidamide OC(C)(C)C1=CN=C(S1)S(=O)(N)=N